C[C@]1(CN(CCC1=O)C(=O)OCC1=CC=CC=C1)C(=O)OC |r| Racemic-O1-benzyl O3-methyl 3-methyl-4-oxo-piperidine-1,3-dicarboxylate